O1C(=CC2=C1C=CC=C2)S(=O)(=O)N2[C@@H](CCC2)C(=O)NCC=2C(N(C(N(C2)C2=CC=C(C=C2)C(F)(F)F)=O)C(C)C)=O (2S)-1-(benzofuran-2-ylsulfonyl)-N-({3-isopropyl-2,4-dioxo-1-[4-(Trifluoromethyl)phenyl]-1,2,3,4-tetrahydropyrimidin-5-yl}methyl)pyrrolidine-2-carboxamide